The molecule is a 4-O-(1H-indol-3-ylcarbonyl)ascaroside that is icas#22 in which the pro-R hydrogen beta to the carboxy group is replaced by a hydroxy group. It is a metabolite of the nematode Caenorhabditis elegans. It has a role as a Caenorhabditis elegans metabolite. It is an (omega-1)-hydroxy fatty acid ascaroside, a 3-hydroxy carboxylic acid, a 4-O-(1H-indol-3-ylcarbonyl)ascaroside and a monocarboxylic acid. It derives from a bhas#22, an icas#22 and a (3R,12R)-3,12-dihydroxytridecanoic acid. C[C@H]1[C@@H](C[C@H]([C@@H](O1)O[C@H](C)CCCCCCCC[C@H](CC(=O)O)O)O)OC(=O)C2=CNC3=CC=CC=C32